BrC1=CC=C2C(=N1)NC=C2S(=O)(=O)NC2=NC(=C(C(=N2)OC)OC(C(F)F)([2H])[2H])OC 6-bromo-N-[5-(1,1-dideutero-2,2-difluoro-ethoxy)-4,6-dimethoxy-pyrimidin-2-yl]-1H-pyrrolo[2,3-b]pyridine-3-sulfonamide